2-benzoyl-pyrrole diethyl-malonate C(C)C(C(=O)O)(C(=O)O)CC.C(C1=CC=CC=C1)(=O)C=1NC=CC1